NC1=NC=CC=C1C1=NC=2C(=NC(=CC2)C2=CC=CC=C2)N1C1=CC=C(CN2CCC(CC2)CC(=O)O)C=C1 2-(1-(4-(2-(2-aminopyridin-3-yl)-5-phenyl-3H-imidazo[4,5-b]pyridin-3-yl)benzyl)piperidin-4-yl)acetic acid